ClC=1C=CC(=NC1)C1(CCC(CC1)N1C[C@H](CC1)NC(OCC)=O)C#N ethyl {(3S)-1-[cis-4-(5-chloropyridin-2-yl)-4-cyanocyclohexyl]pyrrolidin-3-yl}carbamate